C(C)OC(=O)C=1C(CC2N(C3C(N4N=C5C(=CC=CC5=C42)OC)CCC3(C)C)C1)=O 12-methoxy-3,3-dimethyl-7-oxo-2,3,3a,8,8a,14a-hexahydro-1H,7H-cyclopenta[5,6]pyrido[2',1':3,4]pyrazino[1,2-b]indazole-6-carboxylic acid ethyl ester